(R)-1-(2-chlorophenyl) ethyl(1-methyl-4-(2-oxo-1,2,3,4-tetrahydroquinolin-6-yl)-1H-1,2,3-triazol-5-yl)-carbamate C(C)N(C(OC1=C(C=CC=C1)Cl)=O)C1=C(N=NN1C)C=1C=C2CCC(NC2=CC1)=O